CC=1OC(=C(N1)C1=CC(=C(C=C1)NC=1N=CC2=C(N1)C(=NC(=C2)C)N2CC(C2)(C#N)C)OC)C 1-(2-((4-(2,5-dimethyloxazol-4-yl)-2-methoxyphenyl)amino)-6-methylpyrido[3,4-d]pyrimidin-8-yl)-3-methylazetidine-3-carbonitrile